C(C1=CC=CC=C1)OC1=NNC(=C1)C(=O)OCC ethyl 3-(benzyloxy)-1H-pyrazole-5-carboxylate